NC=1C(=C(C(=C(C1F)F)F)C1=C(C=C2C=C(C(N(C2=N1)C=1C(=NC=CC1C)C(C)C)=O)C#N)Cl)Cl 7-(3-amino-2-chloro-4,5,6-trifluorophenyl)-6-chloro-1-(2-isopropyl-4-methylpyridin-3-yl)-2-oxo-1,2-dihydro-1,8-naphthyridine-3-carbonitrile